NC1=NC(=C(C(=C1C#N)C1=CC=C(C=C1)O[C@@H]1C[C@@H](C1)F)C#N)SCC1COC1 2-amino-4-(4-((cis)-3-fluorocyclobutoxy)phenyl)-6-((oxetan-3-ylmethyl)thio)pyridine-3,5-dicarbonitrile